BrC=1C(=C2CCNCC2=CC1)Cl 6-bromo-5-chloro-1,2,3,4-tetrahydroisoquinoline